2-[3-[4-(3-Cyclopropyl-3-hydroxy-azetidine-1-carbonyl)-3-(difluoromethoxy)-5-methoxy-phenyl]imidazo[1,2-a]pyridin-7-yl]-2-methyl-propionitrile C1(CC1)C1(CN(C1)C(=O)C1=C(C=C(C=C1OC)C1=CN=C2N1C=CC(=C2)C(C#N)(C)C)OC(F)F)O